ClC1=NC(=NC(=N1)C1=CC=CC=C1)C1=CC=C(C=C1)N1C2=CC=CC=C2C=2C=CC=CC12 9-(4-(4-chloro-6-phenyl-1,3,5-triazin-2-yl)phenyl)-9H-carbazole